(3S)-3-(cyclohexylmethyl)-2,5-piperazinedione C1(CCCCC1)C[C@H]1C(NCC(N1)=O)=O